COC(C1=C(C=C(C=C1)CNS(=O)(=O)C)N=S(=O)=O)=O 4-(methylsulfonylaminomethyl)2-sulfonylaminobenzoic acid methyl ester